N-((1S,3r)-3-(4-(2-chlorophenyl)-5-(5-ethoxypyridin-2-yl)-4H-1,2,4-triazol-3-yl)cyclobutyl)-4-fluorobenzamide ClC1=C(C=CC=C1)N1C(=NN=C1C1=NC=C(C=C1)OCC)C1CC(C1)NC(C1=CC=C(C=C1)F)=O